1-[4-(4-{2-[2-fluoro-5-(trifluoromethoxy)phenyl]acetamido}-1H-1,2,3-triazol-1-yl)butyl]-N-[(6-methylpyridin-3-yl)methyl]-1H-1,2,3-triazole-4-carboxamide FC1=C(C=C(C=C1)OC(F)(F)F)CC(=O)NC=1N=NN(C1)CCCCN1N=NC(=C1)C(=O)NCC=1C=NC(=CC1)C